C(C)(C)(C)N1CC(C1)OCCC1CC(C1)CCOC1CC(C1)O tert-butyl-3-[2-[3-[2-(3-hydroxycyclobutoxy)ethyl]cyclobutyl]ethoxy]azetidine